O=C1NC2=C(OC1)C=CC=C2 3-oxo-3,4-dihydro-2H-benzo[b][1,4]oxazine